ClC1=C(C=CC=C1Cl)C=1C=2N(C(=NC1C)N1CCC3([C@@H]([C@@H](OC3)C)N)CC1)C=CN2 (R)-(3S,4S)-8-(8-(2,3-dichlorophenyl)-7-methylimidazo[1,2-c]pyrimidin-5-yl)-3-methyl-2-oxa-8-azaspiro[4.5]decan-4-amine